N-[(4S,5S)-7-(acetamidomethyl)-4-(4-fluorophenyl)-3-methyl-6-oxo-1-phenyl-1H,4H,5H,6H,7H-pyrazolo[3,4-b]pyridin-5-yl]-3-(trifluoromethyl)benzamide C(C)(=O)NCN1C2=C([C@@H]([C@@H](C1=O)NC(C1=CC(=CC=C1)C(F)(F)F)=O)C1=CC=C(C=C1)F)C(=NN2C2=CC=CC=C2)C